ethyl (Z)-4-((4-chloro-3-fluorophenyl) amino)-4-oxobut-2-enoate ClC1=C(C=C(C=C1)NC(\C=C/C(=O)OCC)=O)F